1-(3-fluoro-2-methylbenzyl)-3-(6-methoxy-5-(1H-pyrazol-4-yl)pyridin-2-yl)-2-oxo-1,3,8-triazaspiro[4.5]decane-8-carboxylic acid tert-butyl ester C(C)(C)(C)OC(=O)N1CCC2(CN(C(N2CC2=C(C(=CC=C2)F)C)=O)C2=NC(=C(C=C2)C=2C=NNC2)OC)CC1